C[Si](C)(CCOC(NCCCNC(CCC(=O)[O-])=O)=O)C 2,2-dimethyl-6,12-dioxo-5-oxa-7,11-diaza-2-silapentadecane-15-oate